(1R,3S)-3-(7-cyclopropylsulfonyl-[1,2,4]triazolo[4,3-a]pyridin-3-yl)cyclohexanamine C1(CC1)S(=O)(=O)C1=CC=2N(C=C1)C(=NN2)[C@@H]2C[C@@H](CCC2)N